C(C)N[Zr] (ethylamino)zirconium